N1(CC1)CCNS(=O)(=O)C=1C=C(C(=O)N(CCC)CC2=CC=CC=C2)C=CC1 3-(N-(2-(aziridine-1-yl)ethyl)sulfamoyl)-N-benzyl-N-propylbenzamide